N8-(3-FLUOROPHENYL)-3-ISOPROPYL-N6-(PIPERIDIN-4-YL)IMIDAZO[1,2-B]PYRIDAZINE-6,8-DIAMINE HYDROCHLORIDE Cl.FC=1C=C(C=CC1)NC=1C=2N(N=C(C1)NC1CCNCC1)C(=CN2)C(C)C